FC1=C(CN2N=CC=3C(N(C=CC32)C3=CC(=NC=C3F)F)=O)C(=CC=C1)F 1-(2,6-difluorobenzyl)-5-(2,5-difluoropyridin-4-yl)-1,5-dihydro-4H-pyrazolo[4,3-c]pyridin-4-one